Acetamidopyrrolidine-1-carboxylic acid benzyl ester C(C1=CC=CC=C1)OC(=O)N1C(CCC1)NC(C)=O